trans-1-(tert-butyl) 2-methyl-5-(2-bromo-6-chloropyridin-4-yl)piperazine-1,2-dicarboxylate C[C@@]1(N(C[C@@H](NC1)C1=CC(=NC(=C1)Cl)Br)C(=O)OC(C)(C)C)C(=O)[O-]